4-(7-fluoroimidazo[1,2-a]pyridin-3-yl)isoindolin-1-one FC1=CC=2N(C=C1)C(=CN2)C2=C1CNC(C1=CC=C2)=O